FC1=CC=C(C=C1)C1=CC=C(C=C1)C1=NOC(C1)(O)C(F)(F)F 3-(4'-fluoro[biphenyl]-4-yl)-5-(trifluoromethyl)-4,5-dihydro-1,2-oxazol-5-ol